2-(((1r,3R,5'S,7a'R)-5'-(3,5-difluorophenyl)-3'-oxotetrahydro-3'H-spiro[cyclobutane-1,2'-pyrrolo[2,1-b]oxazol]-3-yl)oxy)isonicotinonitrile FC=1C=C(C=C(C1)F)[C@@H]1CC[C@H]2OC3(C(N21)=O)CC(C3)OC=3C=C(C#N)C=CN3